tert-butyl-4-(3-(((methylsulfonyl)oxy)methyl)-1H-pyrazol-1-yl)piperidine C(C)(C)(C)N1CCC(CC1)N1N=C(C=C1)COS(=O)(=O)C